C(#N)/C(/C(=O)[O-])=C(/CC1=CC=C(C=C1)[N+](=O)[O-])\C (Z)-2-cyano-3-methyl-4-(4-nitrophenyl)but-2-enoate